Boc-O-benzyl-L-serine C(=O)(OC(C)(C)C)N[C@@H](COCC1=CC=CC=C1)C(=O)O